tert-butyl 4-((4-(2-fluoro-4-nitrophenyl)piperazin-1-yl)methyl)piperidine-1-carboxylate FC1=C(C=CC(=C1)[N+](=O)[O-])N1CCN(CC1)CC1CCN(CC1)C(=O)OC(C)(C)C